5-oxooxapentane-2-carboxylic acid tert-butyl ester C(C)(C)(C)OC(=O)C(O)CCC=O